C(C1=CC=CC=C1)OC(NC1CCC(CC1)NCCN)=O ((1r,4r)-4-((2-aminoethyl)amino)cyclohexyl)carbamic acid benzyl ester